N-(PHENYL-SULFONYL)BENZAMIDE C1(=CC=CC=C1)S(=O)(=O)NC(C1=CC=CC=C1)=O